OC1(CCCCC1)CC(=O)O (1-hydroxy-cyclohexyl)-acetic acid